C(CCCCCCCCCCCCCCC)(=O)SCCNC(CCNC([C@@H](C(COP(OP(OC[C@@H]1[C@H]([C@H]([C@@H](O1)N1C=NC=2C(N)=NC=NC12)O)OP(=O)(O)O)(=O)O)(=O)O)(C)C)O)=O)=O palmitoyl-coa